5,7-dimethyl-4-(((3R,4R)-3-(1-methyl-1H-pyrazol-4-yl)-1-(2,2,2-trifluoroethyl)piperidin-4-yl)methyl)-1H-indole CC=1C(=C2C=CNC2=C(C1)C)C[C@H]1[C@@H](CN(CC1)CC(F)(F)F)C=1C=NN(C1)C